FC1=C(C(=CC=C1)O)[C@H]1[C@@H](O[C@](C1)(C(F)(F)F)C)C(=O)O |r| rac-(2R,3S,5R)-3-(2-fluoro-6-hydroxy-phenyl)-5-methyl-5-(trifluoromethyl)tetrahydrofuran-2-carboxylic acid